1-hydroxyethyl-2,3-dimethylimidazole hexafluorophosphate F[P-](F)(F)(F)(F)F.OC(C)C=1N(C(=NC1)C)C